The molecule is a synthetic 17-mer oligopeptide derived from the Ara h2 protein comprising N(2)-acetyl-L-glutaminyl, L-glutaminyl, L-alpha-glutamyl, L-glutaminyl, L-glutaminyl, L-phenylalanyl, L-lysyl, L-arginyl, L-alpha-glutamyl, L-leucyl, L-arginyl, L-asparaginyl, L-leucyl, L-prolyl, L-glutaminyl, L-glutaminyl and L-lysinamide residues coupled in sequence. CC(C)C[C@@H](C(=O)N[C@@H](CCCNC(=N)N)C(=O)N[C@@H](CC(=O)N)C(=O)N[C@@H](CC(C)C)C(=O)N1CCC[C@H]1C(=O)N[C@@H](CCC(=O)N)C(=O)N[C@@H](CCC(=O)N)C(=O)N[C@@H](CCCCN)C(=O)N)NC(=O)[C@H](CCC(=O)O)NC(=O)[C@H](CCCNC(=N)N)NC(=O)[C@H](CCCCN)NC(=O)[C@H](CC2=CC=CC=C2)NC(=O)[C@H](CCC(=O)N)NC(=O)[C@H](CCC(=O)N)NC(=O)[C@H](CCC(=O)O)NC(=O)[C@H](CCC(=O)N)NC(=O)[C@H](CCC(=O)N)NC(=O)C